ClC1=CC(=C2C(C(=CN(C2=N1)C=1SC=CN1)C(=O)OCC)=O)NCC1=C(C=C(C=C1)OC)OC ethyl 7-chloro-5-{[(2,4-dimethoxyphenyl) methyl] amino}-4-oxo-1-(1,3-thiazol-2-yl)-1,4-dihydro-1,8-naphthyridine-3-carboxylate